C(CCC)C1CCCCC2=C1N(C1=C(C=CC=C21)C(=O)O)CC2=CC(=CC=C2)C(N)=O 6-butyl-5-[(3-carbamoylphenyl)methyl]-5H,6H,7H,8H,9H,10H-cyclohepta[b]indole-4-carboxylic acid